(S)-N-(2-(2-cyano-4,4-difluoropyrrolidin-1-yl)-2-oxoethyl)-6-(4-(2-hydroxypropan-2-yl)phenyl)quinoline-4-carboxamide propynoate C(C#C)(=O)O.C(#N)[C@H]1N(CC(C1)(F)F)C(CNC(=O)C1=CC=NC2=CC=C(C=C12)C1=CC=C(C=C1)C(C)(C)O)=O